2-(1-(2-Cyclopropyl-4-phenoxypyrimidine-5-carbonyl)azetidin-3-ylidene)acetonitrile C1(CC1)C1=NC=C(C(=N1)OC1=CC=CC=C1)C(=O)N1CC(C1)=CC#N